ClC=1C=C(C=CC1)C(C(OC(=O)NC(C(=O)O)CCCC)C1=CC=CC=C1)(F)F ((2-(3-chlorophenyl)-2,2-difluoro-1-phenylethoxycarbonyl)amino)hexanoic acid